(1R,2R)-1-CYCLOBUTYL-2-METHYLPENT-4-ENE-1-SULFONAMIDE C1(CCC1)[C@@H]([C@@H](CC=C)C)S(=O)(=O)N